C(C)(C)(C)OC(=O)NCCCCC(C)N1C(=NC2=C1C(=CC=C2)N2C(N(CC2)C2CC2)=O)NC(=O)C=2C=C(C(=O)OC(C)(C)C)C=CC2 tert-butyl 3-((1-(6-((tert-butoxycarbonyl)amino)hexan-2-yl)-7-(3-cyclopropyl-2-oxoimidazolidin-1-yl)-1H-benzo[d]imidazol-2-yl)carbamoyl)benzoate